FC(CN1N=NC2=C1C=C(C=C2)C=2C=CN1N=C(N=C(C12)OC)N[C@H]1CN(C[C@H]1F)C1COC1)F 5-(1-(2,2-difluoroethyl)-1H-benzo[d][1,2,3]triazol-6-yl)-N-((3s,4r)-4-fluoro-1-(oxetan-3-yl)pyrrolidin-3-yl)-4-methoxypyrrolo[2,1-f][1,2,4]triazin-2-amine